N[C@H]1CS(C2=C(N(C1=O)CC1=CC=C(C=C1)C1=CC=C(C=C1)OC)C=C(C=C2)C2=NOC(=N2)C(C)(S(=O)(=O)C)C)(=O)=O (3R)-3-amino-5-[[4-(4-methoxyphenyl)phenyl]methyl]-7-[5-(1-methyl-1-methylsulfonyl-ethyl)-1,2,4-oxadiazol-3-yl]-1,1-dioxo-2,3-dihydro-1λ6,5-benzothiazepine-4-One